FC1=C(C(=CC=C1)[N+](=O)[O-])COC 1-fluoro-2-(methoxymethyl)-3-nitrobenzene